tri-(1-pyrrolidinyl)-Phosphonium hexafluorophosphate F[P-](F)(F)(F)(F)F.N1(CCCC1)[PH+](N1CCCC1)N1CCCC1